N[C@H](CC1=C(C=2N=NN=C(C2S1)NCC1=CC=NC=C1)Br)CCOC(F)(F)F (S)-6-(2-amino-4-(trifluoromethoxy)butyl)-7-bromo-N-(pyridin-4-ylmethyl)thieno[3,2-d][1,2,3]triazin-4-amine